NC1=C(C=C(C(=O)C2=CC=C3C(=CC=CN23)C2=C(C3=C(N(C(=N3)CC(=O)N)C)C=C2C)Cl)C=C1F)F 2-(5-(3-(4-amino-3,5-difluorobenzoyl)indolizin-8-yl)-4-chloro-1,6-dimethyl-1H-benzo[d]imidazol-2-yl)acetamide